3-propyl sulfate S(=O)(=O)(OCCC)[O-]